O=C1C(=C(C=NN1)N[C@H](CCCN1C=CC=2C=C(C=NC2C1=O)C1=NC=C(C=N1)C(F)(F)F)C)C(F)(F)F 7-[(4S)-4-[[6-oxo-5-(trifluoromethyl)-1H-pyridazin-4-yl]amino]pentyl]-3-[5-(trifluoromethyl)pyrimidin-2-yl]-1,7-naphthyridin-8-one